N-(tert-butoxycarbonyl)-L-valyl-N5-carbamoyl-N-[4-({[(4-nitrophenoxy)carbonyl]oxy}methyl)phenyl]-L-ornithine amide C(C)(C)(C)OC(=O)N[C@@H](C(C)C)C(=O)N[C@@H](CCCNC(N)=O)C(=O)NC1=CC=C(C=C1)COC(=O)OC1=CC=C(C=C1)[N+](=O)[O-]